N-[2-(2-aminoethoxy)ethyl]-4-[[3-(4-chloro-2,3-difluoro-phenyl)imidazo[1,2-a]pyrazin-8-yl]amino]-2-ethyl-benzamide NCCOCCNC(C1=C(C=C(C=C1)NC=1C=2N(C=CN1)C(=CN2)C2=C(C(=C(C=C2)Cl)F)F)CC)=O